(3-methoxypropyl)-[1,1'-biphenyl] COCCCC1=C(C=CC=C1)C1=CC=CC=C1